tert-butyl 6-(5-methoxy-6-(methoxycarbonyl)pyrazin-2-yl)-2,6-diazaspiro[3.4]octane-2-carboxylate COC=1N=CC(=NC1C(=O)OC)N1CC2(CN(C2)C(=O)OC(C)(C)C)CC1